1-Hydroxy-4a,5-dimethyl-3-(propan-2-ylidene)-4,4a,5,6-tetrahydronaphthalen OC=1CC(CC2(C(CC=CC12)C)C)=C(C)C